C12CCC(CC1)N2C2=CC(=CC(=N2)C(=O)NC2=CC(=C(C(=O)O)C=C2)C)Cl 4-(6-(7-azabicyclo[2.2.1]hept-7-yl)-4-chloropyridineamido)-2-methylbenzoic acid